C1(CC1)S(=O)(=O)N1C=CC2=C(C=C(C=C12)F)C1=C(C=C2NC(C=3N(C2=C1F)C(=NN3)C)(C)C)F 8-[1-(cyclopropylsulfonyl)-6-fluoro-1H-indol-4-yl]-7,9-difluoro-1,4,4-trimethyl-5H-[1,2,4]triazolo[4,3-a]quinoxaline